6-{4-[(4-hydroxyphenyl)(methyl)carbamoyl]-1,5-dimethyl-1H-pyrrol-2-yl}-7-[(3R)-3-methyl-1,2,3,4-tetrahydroisoquinoline-2-carbonyl]-N-phenyl-1,2,3,4-tetrahydroisoquinoline-2-carboxamide OC1=CC=C(C=C1)N(C(=O)C=1C=C(N(C1C)C)C=1C=C2CCN(CC2=CC1C(=O)N1CC2=CC=CC=C2C[C@H]1C)C(=O)NC1=CC=CC=C1)C